FC(C(OC(C(F)(F)F)(C(OC(=C(F)F)F)(F)F)F)(F)F)(S(=O)(=O)O)F 1,1,2,2-tetrafluoro-2-[1,1,1,2,3,3-hexafluoro-3-(1,2,2-trifluoroethenoxy)propan-2-yl]oxyethanesulfonic acid